ClC=1C(=CC=C2N=CC(=NC12)C=1C=NN(C1)CC1CC(C1)=O)OC1=CC2=C(N=C(N2COCC[Si](C)(C)C)C)C=C1 3-[[4-[8-Chloro-7-[2-methyl-3-(2-trimethylsilylethoxymethyl)benzimidazol-5-yl]oxy-quinoxalin-2-yl]pyrazol-1-yl]methyl]cyclobutanone